C[C@@H]1CN(C[C@@H](O1)C)C(=O)C=1C2=C(N(N1)CC(=O)N1CCN(CC1)C1=C(C(=C(C=C1)OC)C)C)CCC2 2-{3-[(2R,6S)-2,6-dimethylmorpholine-4-carbonyl]-5,6-dihydrocyclopenta[c]pyrazol-1(4H)-yl}-1-[4-(4-methoxy-2,3-dimethylphenyl)piperazin-1-yl]ethan-1-one